ClC1=CC=C(C(=N1)C1=NN(C=N1)C)NC(C)C=1C=2C3=C(N(C(C2C=C(C1)C)=O)C)N(N=C3)C3CN(C3)C 9-(1-((6-chloro-2-(1-methyl-1H-1,2,4-triazol-3-yl)pyridin-3-yl)amino)ethyl)-4,7-dimethyl-3-(1-methylazetidin-3-yl)-3,4-dihydro-5H-pyrazolo[3,4-c]isoquinolin-5-one